Propyl-isopentylketon C(CC)C(=O)CCC(C)C